(isopentenylaminomethyl)uridine C(CC(=C)C)NC[C@@]1([C@H](O)[C@H](O)[C@@H](CO)O1)N1C(=O)NC(=O)C=C1